2-chloro-5-fluoro-4-(3-(pyrrolidin-1-yl)phenyl)pyrimidine ClC1=NC=C(C(=N1)C1=CC(=CC=C1)N1CCCC1)F